N-((R)-1-(6-cyclopropyl-8-(2-oxooxazolidin-3-yl)imidazo[1,2-a]pyridin-2-yl)ethyl)-2-methylpropane-2-sulfinamide C1(CC1)C=1C=C(C=2N(C1)C=C(N2)[C@@H](C)NS(=O)C(C)(C)C)N2C(OCC2)=O